CC1=CC2=C(N=CN=C2NC2=NNC(=C2)C)S1 6-methyl-4-((5-methyl-1H-pyrazol-3-yl)amino)thieno[2,3-d]pyrimidin